2-cyclopropyl-8-methoxy-6-(4,4,5,5-tetramethyl-1,3,2-dioxaborolan-2-yl)-3,4-dihydroisoquinolin-1-one C1(CC1)N1C(C2=C(C=C(C=C2CC1)B1OC(C(O1)(C)C)(C)C)OC)=O